(4-benzylpiperazin-1-yl)-N-(2-hydroxyphenyl)cyclopropane-1-carboxamide C(C1=CC=CC=C1)N1CCN(CC1)C1(CC1)C(=O)NC1=C(C=CC=C1)O